3-(5-(difluoromethyl)-1,3,4-thiadiazol-2-yl)-N-(1-methylcyclopropyl)-8-(2,5-dioxa-8-azaspiro[3.5]nonan-8-yl)imidazo[1,2-a]pyridine-6-sulfonamide FC(C1=NN=C(S1)C1=CN=C2N1C=C(C=C2N2CCOC1(COC1)C2)S(=O)(=O)NC2(CC2)C)F